1-(2-oxo-1,2-dihydropyrrolo[4,3,2-de]quinazolin-6-yl)-5-trifluoromethyl-N-(2-trifluoromethylpyridin-4-yl)-1H-pyrazole-4-carboxamide O=C1NC=2C3=C1N=CN=C3C(=CC2)N2N=CC(=C2C(F)(F)F)C(=O)NC2=CC(=NC=C2)C(F)(F)F